NC1=C(C=C(C(=C1)C#N)Cl)NC(OC(C)(C)C)=O Tert-butyl (2-amino-5-chloro-4-cyanophenyl)carbamate